N1=CC=C(C2=C1NC1=C(O2)C=CC=C1)OC1=C(C=C(C=C1)NC(=O)C1(CC1)C(=O)NC1=CC=C(C=C1)F)F N-(4-((10H-benzo[b]pyrido[2,3-e][1,4]oxazin-4-yl)oxy)-3-fluorophenyl)-N'-(4-fluorophenyl)cyclopropane-1,1-dicarboxamide